lauryl-hydroxypropionic acid C(CCCCCCCCCCC)C(C(=O)O)(C)O